N1(CCCCC1)C1CCN(CC1)C(=O)OC1=C2C(=CNC2=CC=C1)C[C@@H]1N(CCC1)C (R)-3-((1-methylpyrrolidin-2-yl)methyl)-1H-indol-4-yl [1,4'-bipiperidine]-1'-carboxylate